CC1=NC=2C=C3C(=CC2C(=N1)N[C@H](C)C1=C(C(=CC=C1)C(F)(F)F)C)N1C(CO3)CN(CC1)C1COC1 9-methyl-N-((R)-1-(2-methyl-3-(trifluoromethyl)phenyl)ethyl)-3-(oxetan-3-yl)-1,2,3,4,4a,5-hexahydropyrazino[1',2':4,5][1,4]oxazino[3,2-g]quinazolin-11-amine